C(=O)(O)C1=CC=CC(=N1)CNCCNCC1=NC(=CC=C1)C(=O)O N,N'-bis(6-carboxy-2-pyridylmethyl)ethylenediamine